1-(5-chloro-1H-indol-3-yl)-3-(2-fluoro-4-(4-(trifluoromethyl)phenethyl)phenyl)urea ClC=1C=C2C(=CNC2=CC1)NC(=O)NC1=C(C=C(C=C1)CCC1=CC=C(C=C1)C(F)(F)F)F